C(C)(C)(C)OC(=O)N1CCC2(CC1)C(C1=CC=C(C=C1C2)C)=NS(=O)C(C)(C)C 1-((tert-butylsulfinyl)imino)-5-methyl-1,3-dihydrospiro[indene-2,4'-piperidine]-1'-carboxylic acid tert-butyl ester